CN(C1CCN(CC1)C(=O)OC(C)(C)C)C1=CC=C2C(N(C=NC2=C1)C1=CC2=CN(N=C2C=C1)C)=O tert-Butyl 4-(methyl(3-(2-methyl-2H-indazol-5-yl)-4-oxo-3,4-dihydroquinazolin-7-yl)amino)piperidine-1-carboxylate